NCC[Si](OCC)(OCC)OCC aminoethyl-triethoxysilicon